C(=O)(O)C(CC=1C=NC(=CC1)OCCOCCOCC)N1CCN(CCN(CCN(CC1)CC(=O)[O-])CC(=O)[O-])CC(=O)[O-].[Gd+3] gadolinium 2,2',2''-{10-[1-carboxy-2-{6-[2-(2-ethoxyethoxy)ethoxy]pyridin-3-yl}ethyl]-1,4,7,10-tetraazacyclododecane-1,4,7-triyl}triacetate